[NH2+]1CCSCC1 4-thiomorpholinium